4-fluoro-2-(4-((2-(4-methylpiperazin-1-yl)ethyl)amino)quinazolin-2-yl)phenol FC1=CC(=C(C=C1)O)C1=NC2=CC=CC=C2C(=N1)NCCN1CCN(CC1)C